(R)-6-(7-cyclopropoxyimidazo[1,2-a]pyridin-3-yl)-N-(piperidin-3-yl)pyrazin-2-amine C1(CC1)OC1=CC=2N(C=C1)C(=CN2)C2=CN=CC(=N2)N[C@H]2CNCCC2